C(#N)C1=C(C(=C(C(=C1OC(C)=O)C#N)OC(C)=O)C#N)OC(C)=O 1,3,5-tricyano-2,4,6-triacetoxybenzene